6-fluoro-1H-indole-5-carboxylic acid methyl ester COC(=O)C=1C=C2C=CNC2=CC1F